ClC1=C2C[C@@H]([C@H](C2=CC(=C1)Cl)OC1=C(C=CC=C1)C)N1C[C@@H](CCC1)N(C)C 4-[[(1S,2S)-4,6-Dichloro-2-[(3R)-3-(dimethylamino)piperidin-1-yl]-2,3-dihydro-1H-inden-1-yl]oxy]-3-methylbenzene